tert-Butyl (1-(6-chloro-4-methyl-3-nitropyridin-2-yl)piperidin-4-yl)carbamate ClC1=CC(=C(C(=N1)N1CCC(CC1)NC(OC(C)(C)C)=O)[N+](=O)[O-])C